C(C)(C)N1CCN(CC1)C1CCN(CC1)C1=C(C=C(C(=C1)OC)NC1=NC=NC(=C1)N1OCC[C@@H]1C1=CC=CC=C1)NC(C=C)=O N-(2-(4-(4-isopropylpiperazine-1-yl)piperidine-1-yl)-4-methoxy-5-((6-((R)-3-phenylisoxazolidine-2-yl)pyrimidine-4-yl)amino)phenyl)acrylamide